OC=1C=C(CN[C@@H](CC(=O)N)C(=O)N)C=CC1O 3,4-dihydroxybenzylaspartamide